(S)-2-((((9H-fluoren-9-yl)methoxy)carbonyl)amino)-3-(2'-methyl-[1,1'-biphenyl]-3-yl)propanoic acid C1=CC=CC=2C3=CC=CC=C3C(C12)COC(=O)N[C@H](C(=O)O)CC=1C=C(C=CC1)C1=C(C=CC=C1)C